NN1C=CC2=CC(=CC=C12)[N+]#[C-] 1-AMINO-5-ISOCYANOINDOLE